β-D-Xylose O[C@H]1[C@H](O)[C@@H](O)[C@H](O)CO1